CC(CCCC(=O)O)C=C(C)C 5,7-dimethyl-6-octenoic acid